C(C)(C)(C)OC(N[C@H](C(C=[N+]=[N-])=O)C)=O N-[(1S)-3-diazo-1-methyl-2-oxo-propyl]carbamic acid tert-butyl ester